C(C)(C)C1=CC2=C(C(NCC23CC3)=O)N1C(=O)OC(C)(C)C tert-butyl 2-isopropyl-7-oxo-spiro[5,6-dihydropyrrolo[2,3-c]pyridine-4,1'-cyclopropane]-1-carboxylate